CC1=C(C=CC=C1C)C(C)C=1N=CN(C1)C(=O)OCC=C prop-2-en-1-yl 4-[1-(2,3-dimethylphenyl)ethyl]-1H-imidazole-1-carboxylate